C(N)(=O)C1=C(C2=C(NC(=N2)C=2C3=C(SC2C(=O)O)C=CC=C3OC)C=C1)OC 3-(5-Carbamoyl-4-methoxy-1H-benzo[d]imidazol-2-yl)-4-methoxybenzo[b]thiophene-2-carboxylic acid